C1(=CC=CC=C1)SC1CC1 cyclopropyl (phenyl) sulfide